5-(2-(tert-butylamino)-1,1-difluoro-2-oxoethyl)-N-(4-fluoro-3-methylphenyl)-1-methyl-1H-pyrazole-3-carboxamide C(C)(C)(C)NC(C(F)(F)C1=CC(=NN1C)C(=O)NC1=CC(=C(C=C1)F)C)=O